CNC(CC(CNC)C)=O N,3-dimethyl-4-(methylamino)butanamide